C(CCCCCC)OCOCCCC(CC(CC(C)O)C)C 8-hydroxy-4,6-dimethylnonyl heptyloxymethyl ether